(3,4-difluoro-2-methoxy-phenoxy)-3-methyl-2-(trifluoromethyl)pyridine-4-carboxylic acid FC=1C(=C(OC=2C(=C(C(=NC2)C(F)(F)F)C)C(=O)O)C=CC1F)OC